7-isopropyl-3-methyl-1-(5-oxohexyl)-3,7-dihydro-1H-purine-2,6-dione C(C)(C)N1C=NC=2N(C(N(C(C12)=O)CCCCC(C)=O)=O)C